FCF.[Li] lithium difluoromethane